8-(trifluoromethyl)-1,2,3,5,6,7-hexahydro-s-indacen-4-amine FC(C1=C2CCCC2=C(C=2CCCC12)N)(F)F